The molecule is an oxo seco-steroid that is 9-oxo-9,10-seco-23,24-bisnorchola-1,3,5(10)-trien-22-oic acid bearing an additional phenolic hydroxy substituent at position 3. It is an oxo seco-steroid, a member of phenols, a 7-oxo monocarboxylic acid and a carbobicyclic compound. It is a conjugate acid of a 3-hydroxy-9-oxo-9,10-seco-23,24-bisnorchola-1,3,5(10)-trien-22-oate. CC1=C(C=C(C=C1)O)CC[C@H]2[C@@H]3CC[C@@H]([C@]3(CCC2=O)C)[C@H](C)C(=O)O